2-carbonyl-4-(hydroxymethyl-phosphoryl)-butyric acid C(=O)=C(C(=O)O)CC=P(=O)CO